(R*)-1-(3-Bromo-1-methyl-1H-1,2,4-triazol-5-yl)ethan-1-ol BrC1=NN(C(=N1)[C@@H](C)O)C |o1:6|